CS(=O)(=O)C1=CC=C(NC2=NC=C(C(=N2)N[C@H](CO)C2=CC=CC=C2)C2=NC=NN2)C=C1 (2S)-2-[[2-(4-methylsulfonylanilino)-5-(1H-1,2,4-triazol-5-yl)pyrimidin-4-yl]amino]-2-phenyl-ethanol